O=C1NC(CCC1NC1=CC=C(C=C1)C1CCN(CC1)CC1=CC=C(C=C1)C=1C=C2C(=NC=NN2C1)C1=CC(=C(C=C1)CNC(OC(C)(C)C)=O)F)=O tert-butyl N-[[4-[6-[4-[[4-[4-[(2,6-dioxo-3-piperidyl)amino]phenyl]-1-piperidyl]methyl]phenyl]pyrrolo[2,1-f][1,2,4]triazin-4-yl]-2-fluoro-phenyl]methyl]carbamate